2-((1s,2r)-1-(2-cyanophenyl)-1-(1-methyl-3-(trifluoromethyl)-1H-pyrazol-4-yl)propan-2-yl)-5-hydroxy-N-(isoxazol-4-yl)-1-methyl-6-oxo-1,6-dihydropyrimidine-4-carboxamide C(#N)C1=C(C=CC=C1)[C@H]([C@@H](C)C=1N(C(C(=C(N1)C(=O)NC=1C=NOC1)O)=O)C)C=1C(=NN(C1)C)C(F)(F)F